2-(5-amino-2-(furan-2-yl)-7H-pyrazolo[4,3-e][1,2,4]triazolo[1,5-c]pyrimidin-7-yl)-N-((4-fluoropyridin-2-yl)methyl)-2-phenylpropanamide NC1=NC2=C(C=3N1N=C(N3)C=3OC=CC3)C=NN2C(C(=O)NCC2=NC=CC(=C2)F)(C)C2=CC=CC=C2